O1C[C@@H](OC2=NC=CC=C21)C2=CC=C(CN1CCN(CC1)C(C)=O)C=C2 1-(4-{4-[(3S)-2,3-dihydro[1,4]dioxino[2,3-b]pyridin-3-yl]benzyl}piperazin-1-yl)ethanone